CC1(CCC2=CC(=C(C=C12)C)C)C 2,3-dihydro-1,1,5,6-tetramethyl-1H-indene